C(C)S([Ba])CC Diethyl-mercaptobarium